hexamethylene distearate C(CCCCCCCCCCCCCCCCC)(=O)OCCCCCCOC(CCCCCCCCCCCCCCCCC)=O